2-bromo-4'-trifluoromethyl-acetophenone BrCC(=O)C1=CC=C(C=C1)C(F)(F)F